COC1=C(C=C(C=C1)CC=C)O 2-methoxy-5-(prop-2-enyl)phenol